ON1C(C=CC1=O)=O 1-hydroxy-1H-pyrrole-2,5-dione